COC(CCS(=O)(=O)C)C=1C=CC(=NC1)N1N=CC(=C1)C1=NC=2C(=NC=CC2)N1 (1-(5-(1-methoxy-3-(methylsulfonyl)propyl)pyridin-2-yl)-1H-pyrazol-4-yl)-3H-imidazo[4,5-b]pyridine